C(CCCCCCCCCCC)OP(=O)(OCCCCCCCCCCCC)O.NC=1C(=NC(=C(N1)C=1OC=CN1)C=1C=CC=2N(C1)C(=CN2)C)C(=O)NCC2=NC(=CC=C2)N2CCN(CC2)C 3-amino-6-(3-methylimidazo[1,2-a]pyridin-6-yl)-N-((6-(4-methylpiperazin-1-yl)pyridin-2-yl)methyl)-5-(oxazol-2-yl)pyrazine-2-carboxamide di-lauryl-phosphate